[As]=O.[P] phosphorus arsenic oxide